FC(OC=1C=C(C=CC1)CN1C([C@H](OC2=C1C=C(C(=C2)[N+](=O)[O-])F)C)=O)F (2R)-4-{[3-(difluoromethoxy)phenyl]methyl}-6-fluoro-2-methyl-7-nitro-2H-1,4-benzoxazin-3-one